methyl 2-(4-(3-fluorophenyl)-3-isopropyl-6-oxopyridazin-1(6H)-yl)acetate FC=1C=C(C=CC1)C=1C(=NN(C(C1)=O)CC(=O)OC)C(C)C